tert-butyl 4-((4-((2-methoxy-4-(2-methyl-1-oxo-1,2-dihydro-2,7-naphthyridin-4-yl)phenoxy)methyl)piperidin-1-yl)methyl)piperidine-1-carboxylate COC1=C(OCC2CCN(CC2)CC2CCN(CC2)C(=O)OC(C)(C)C)C=CC(=C1)C1=CN(C(C2=CN=CC=C12)=O)C